2,2,7,7-tetramethyltricyclo[6.2.1.01,6]undecan-5-one CC1(C23C(C(CC1)=O)C(C(CC2)C3)(C)C)C